ClC=1C=C2C(=NC(=NC2=C(C1C1=CC(=CC2=CC=C(C(=C12)C#C)F)O)F)OCC12CCCN2CCC1)N1CC(CCCC1)NC(C=C)=O N-(1-(6-chloro-7-(8-ethynyl-7-fluoro-3-hydroxynaphthalen-1-yl)-8-fluoro-2-((tetrahydro-1H-pyrrolizin-7a(5H)-yl)methoxy)quinazolin-4-yl)azepan-3-yl)acrylamide